NC1=C(C(=O)NC)C=C(C=C1OC)C=1C=CC2=C(C=3CN(C(C3C=C2)=O)CC(=C)C(N)=O)C1 2-amino-5-[2-(2-carbamoyl-2-methylideneethyl)-3-oxo-1H,2H,3H-benzo[e]isoindol-8-yl]-3-methoxy-N-methylbenzamide